ClC=1N=C(C2=C(N1)C=CN2COCC[Si](C)(C)C)I 2-[(2-chloro-4-iodo-pyrrolo[3,2-d]pyrimidin-5-yl)methoxy]ethyl-trimethyl-silane